4-(4-(4-((5-(1-acryloylpiperidin-4-yl)-7H-pyrrolo[2,3-d]pyrimidin-4-yl)amino)-2-chloro-3-fluorophenoxy)phenyl)-6-methylpyridin-2(1H)-one C(C=C)(=O)N1CCC(CC1)C1=CNC=2N=CN=C(C21)NC2=C(C(=C(OC1=CC=C(C=C1)C1=CC(NC(=C1)C)=O)C=C2)Cl)F